OC(=O)C(F)(F)F.C1(CC1)C1=CC(=C2C(=N1)N(CC2)C(=O)NC=2C=C(C=1N(C2)C=C(N1)C)F)N1CCNCC1 6-cyclopropyl-N-(8-fluoro-2-methylimidazo[1,2-a]pyridin-6-yl)-4-(piperazin-1-yl)-2,3-dihydro-1H-pyrrolo[2,3-b]pyridine-1-carboxamide TFA salt